O=C1N(CCC(N1)=O)C1=NN(C2=C(C(=CC=C12)C1CCN(CC1)C(=O)OC(C)(C)C)F)C tert-butyl 4-[3-(2,4-dioxohexahydropyrimidin-1-yl)-7-fluoro-1-methyl-indazol-6-yl]piperidine-1-carboxylate